(2R)-N-[2-(1-benzylpiperidin-4-yl)ethyl]-4-[5-cyano-4-(dimethylamino)pyrimidin-2-yl]-2-methylpiperazine-1-carboxamide C(C1=CC=CC=C1)N1CCC(CC1)CCNC(=O)N1[C@@H](CN(CC1)C1=NC=C(C(=N1)N(C)C)C#N)C